C(N)(OC1(CCC(CC1)C=1SC(=CN1)C1=C(C=C(C=C1)NC1=NOC=C1)S(NC(C)(C)C)(=O)=O)C(C)C)=O trans-isopropyl-(4-(5-(2-(N-(tert-butyl) sulfamoyl)-4-(isoxazol-3-ylamino) phenyl) thiazol-2-yl) cyclohexyl) carbamate